N-(5-nitropyridin-2-yl)oxazole-4-carboxamide [N+](=O)([O-])C=1C=CC(=NC1)NC(=O)C=1N=COC1